N(=[N+]=[N-])C1=C(N(C=C1C#N)C1=CC(=C(C=C1)Cl)Cl)C(=O)Cl 3-azido-4-cyano-1-(3,4-dichlorophenyl)-1H-pyrrole-2-carbonyl chloride